C12C(C3CC(CC(C1)C3)C2)NCCNC(=O)C2=NN(C(=C2C)C2=CC=C(C=C2)Cl)C2=C(C=C(C=C2)Cl)C N-(2-((1r,3r,5r,7r)-adamantan-2-ylamino)ethyl)-1-(4-chloro-2-methylphenyl)-5-(4-chloro-phenyl)-4-methyl-1H-pyrazole-3-carboxamide